1,1-Bis(5-tert-butyl-4-hydroxy-2-methylphenyl)-3-n-dodecylmercaptobutan C(C)(C)(C)C=1C(=CC(=C(C1)C(CC(C)SCCCCCCCCCCCC)C1=C(C=C(C(=C1)C(C)(C)C)O)C)C)O